ClC1=CC=C(C=C1)NC(=O)NC1=CC(=CC(=C1)C(=O)C=1C=C2N=CC=NC2=CC1)F 1-(4-chlorophenyl)-3-(3-fluoro-5-(quinoxaline-6-carbonyl)phenyl)urea